isopropyltitanium triacrylate C(C=C)(=O)[O-].C(C=C)(=O)[O-].C(C=C)(=O)[O-].C(C)(C)[Ti+3]